C1(=CC=CC=C1)/C=C/C(=O)O (2E)-3-phenylpropan-2-enoic acid